C(#N)C1=C(C=CC(=C1)C(F)(F)F)N1CCC(CC1)(C(=O)N[C@@H]1CN(CC1)C)C=1C=CC(=NC1)C=1C(=NC=CC1)C(F)F 1-[2-cyano-4-(trifluoromethyl)phenyl]-4-[2'-(difluoromethyl)-[2,3'-bipyridinyl]-5-yl]-N-[(3S)-1-methylpyrrolidin-3-yl]piperidine-4-carboxamide